2-chloro-6-fluoro-3-hydroxybenzaldehyde ClC1=C(C=O)C(=CC=C1O)F